methyl 4-benzyl-6-chloro-7-fluoro-2,3-dihydro-1,4-benzoxazine-8-carboxylate C(C1=CC=CC=C1)N1CCOC2=C1C=C(C(=C2C(=O)OC)F)Cl